5-(2-((3,3-difluorocyclobutyl)amino)-7H-pyrrolo[2,3-d]pyrimidin-5-yl)-N-(trans-4-methoxycyclohexyl)pyrazolo[1,5-a]pyridine-3-carboxamide FC1(CC(C1)NC=1N=CC2=C(N1)NC=C2C2=CC=1N(C=C2)N=CC1C(=O)N[C@@H]1CC[C@H](CC1)OC)F